N1C=NC=C1C1CCN(CC1)C(CN1CCN(CC1)CC1=CC(=CC(=C1)Cl)Cl)=O 1-(4-(1H-imidazol-5-yl)piperidin-1-yl)-2-(4-(3,5-dichlorobenzyl)piperazin-1-yl)ethan-1-one